O=C1NC(CCC1N1CC2=CC=CC(=C2C1=O)OCCCCN1CCN(CC1)C1=CC=C(N=N1)C(=O)N1CCC(CC1)CCCCNC(\C=C\C=1C=NC=CC1)=O)=O (E)-N-(4-(1-(6-(4-(4-((2-(2,6-dioxopiperidin-3-yl)-3-oxoisoindoline-4-yl)oxy)butyl)piperazin-1-yl)pyridazin-3-carbonyl)piperidin-4-yl)butyl)-3-(pyridin-3-yl)acrylamide